5-(5-((1R,5S,6r)-6-(1H-1,2,3-triazol-5-yl)-3-azabicyclo[3.1.0]hexan-3-yl)-1,3,4-oxadiazol-2-yl)-N-(4-chlorophenethyl)pyridin-2-amine N1N=NC=C1C1[C@H]2CN(C[C@@H]12)C1=NN=C(O1)C=1C=CC(=NC1)NCCC1=CC=C(C=C1)Cl